FC(S(=O)(=O)NC1=CC(=CC=C1)NC1=NC=CC(=C1)OC1=C(N=C(S1)C)C1=CC=CC=C1)(F)F 1,1,1-Trifluoro-N-(3-((4-((2-methyl-4-phenylthiazol-5-yl)oxy)pyridin-2-yl)amino)phenyl)methanesulfonamide